C1(CCC1)C[C@H](CO)NC(OC(C)(C)C)=O tert-Butyl N-[(1R)-1-(cyclobutylmethyl)-2-hydroxy-ethyl]carbamate